NC1=NC(=NC=C1)N1C[C@]([C@@H](CC1)O)(F)CC |r| rac-trans-1-(4-aminopyrimidin-2-yl)-3-ethyl-3-fluoropiperidin-4-ol